C(CCCCC)OC(C)COC(C)COC(C)CO tripropyleneglycol n-hexyl ether